2-(decylthio)hexanoic acid C(CCCCCCCCC)SC(C(=O)O)CCCC